2-(2'-hydroxy-3'-t-butyl-5'-methylphenyl)-5-chlorobenztriazole OC1=C(C=C(C=C1C(C)(C)C)C)N1N=C2C(=N1)C=CC(=C2)Cl